(1,2,3,5,6,7-hexahydro-s-indacen-4-yl)carbamoyl-3-hydroxybenzenesulfonamide C1CCC2=C(C=3CCCC3C=C12)NC(=O)C1=C(C=CC=C1O)S(=O)(=O)N